C1(CCCCC1)CCCC=O 4-cyclohexylbutanal